C(C(=C)C)(=O)OCCCCCC=O 6-(methacryloyloxy)hexanal